(6-cyclopropyl-imidazo[1,5-a]pyridin-5-yl)-[1-(4-methoxy-phenyl)-1H-[1,2,3]triazol-4-yl]-methanol C1(CC1)C=1C=CC=2N(C1C(O)C=1N=NN(C1)C1=CC=C(C=C1)OC)C=NC2